(6S,8R)-6-(4-bromo-2-methoxyphenyl)-7-((1-fluorocyclopropyl)methyl)-8-methyl-yl-6,7,8,9-tetrahydrooxazolo[5,4-f]isoquinolin-2(3H)-one BrC1=CC(=C(C=C1)[C@H]1N(C(CC2=C3C(=CC=C12)NC(O3)=O)=C)CC3(CC3)F)OC